1-(6-(1-(2-fluoro-5-(trifluoromethoxy)benzyl)-1H-pyrazol-3-yl)pyridin-2-yl)propan-1-one FC1=C(CN2N=C(C=C2)C2=CC=CC(=N2)C(CC)=O)C=C(C=C1)OC(F)(F)F